CC(C)(CC#C[Si](C(C)C)(C(C)C)C(C)C)O 2-methyl-5-(triisopropylsilyl)pent-4-yn-2-ol